[N+](=O)([O-])C1=CC=C(COC(C(C(C(C)[C@H]2NC([C@@H]2[C@@H](C)O[Si](C)(C)C(C)(C)C)=O)=O)=[N+]=[N-])=O)C=C1 4-((2R,3S)-3-((R)-1-((tert-Butyldimethylsilyl)oxy)ethyl)-4-oxoazetidin-2-yl)-2-diazo-3-oxopentanoic acid (R)-4-nitrobenzyl ester